6-(3-((azetidin-3-ylmethyl)thio)-1,2,4-triazin-6-yl)isoquinolin-7-ol N1CC(C1)CSC=1N=NC(=CN1)C=1C=C2C=CN=CC2=CC1O